1,4-bis(diphenylphosphinomethyl)butane C1(=CC=CC=C1)P(C1=CC=CC=C1)CCCCCCP(C1=CC=CC=C1)C1=CC=CC=C1